5-[[(2R)-2-[4-(2-Chloro-4-fluoro-phenyl)-2-oxo-chromen-7-yl]oxypropanoyl]amino]pyridin ClC1=C(C=CC(=C1)F)C1=CC(OC2=CC(=CC=C12)O[C@@H](C(=O)NC=1C=CC=NC1)C)=O